5-methoxy-1-(3-(p-tolyl)prop-2-yn-1-yl)-1H-indole COC=1C=C2C=CN(C2=CC1)CC#CC1=CC=C(C=C1)C